4'-(beta-methylpentyl)biphenyl-boric acid B(O)(O)O.CC(CC1=CC=C(C=C1)C1=CC=CC=C1)CCC